1,1,2,3,4,5-hexaphenylsilole C1(=CC=CC=C1)[Si]1(C(=C(C(=C1C1=CC=CC=C1)C1=CC=CC=C1)C1=CC=CC=C1)C1=CC=CC=C1)C1=CC=CC=C1